CN1C2=C(C=3C=CC(=CC13)C=1C=CC(=NC1)OC1CC(C1)C=O)C=NC=C2 (1r,3r)-3-((5-(5-methyl-5H-pyrido[4,3-b]indol-7-yl)pyridin-2-yl)oxy)cyclobutanecarbaldehyde